N-(1-amino-5-guanidino-1-oxopentan-2-yl)-4-oxo-4,5-dihydrothieno[3,2-c]quinoline-2-carboxamide NC(C(CCCNC(=N)N)NC(=O)C1=CC=2C(NC=3C=CC=CC3C2S1)=O)=O